ethyl 8-bromo-1-(3,5-dichlorophenyl)-7-methoxy-1,4-dihydrochromeno[4,3-c]pyrazole-3-carboxylate BrC1=CC2=C(C=C1OC)OCC1=C2N(N=C1C(=O)OCC)C1=CC(=CC(=C1)Cl)Cl